3-(FORMYLOXY)BUTYL ACETATE C(C)(=O)OCCC(C)OC=O